N6-acryloyl-L-lysine C(C=C)(=O)NCCCC[C@H](N)C(=O)O